FC(CN1N=CC=2C1=NC(=NC2)N2CCC1(CC(N(C1)CC=1C=NC(=NC1)C(F)(F)F)=O)CC2)F 8-(1-(2,2-difluoroethyl)-1H-pyrazolo[3,4-d]pyrimidin-6-yl)-2-((2-(trifluoromethyl)pyrimidin-5-yl)methyl)-2,8-diazaspiro[4.5]decan-3-one